C(C)(=O)N[C@H]1[C@H](CC[C@H](C1)N(C)C(C)C)N1C([C@H](CC1)NC(OCC1=CC=CC=C1)=O)=O Benzyl ((S)-1-((1S,2R,4R)-2-acetamido-4-(isopropyl(methyl)amino) cyclohexyl)-2-oxopyrrolidin-3-yl)carbamate